NC1=C2C(=NC=N1)N(N=C2C2=CC=C(C=C2)CNC(=O)C2=C(C=CC1=CC=CC=C21)OC)C2CCCC2 N-[[4-(4-amino-1-cyclopentyl-pyrazolo[3,4-d]pyrimidin-3-yl)phenyl]methyl]-2-methoxy-naphthalene-1-carboxamide